1,1,2,2-tetrafluoro-4-hydroxybutane-1-sulfonic acid sodium salt [Na+].FC(C(CCO)(F)F)(S(=O)(=O)[O-])F